OCCC=1C(=C(O)C=CC1C(C)(C)C1=CC=C(C=C1)O)CCO bishydroxyethyl-bisphenol A